N-(2-(4-((S)-4-cyclopropyl-3-methylpiperazine-1-yl)piperidine-1-yl)-4-methoxy-5-((6-((R)-3-(3-(trifluoromethyl)phenyl)isoxazolidine-2-yl)pyrimidine-4-yl)amino)-phenyl)acrylamide C1(CC1)N1[C@H](CN(CC1)C1CCN(CC1)C1=C(C=C(C(=C1)OC)NC1=NC=NC(=C1)N1OCC[C@@H]1C1=CC(=CC=C1)C(F)(F)F)NC(C=C)=O)C